C(CCCCCCCCCC)(=O)OC[C@@H](OC(CCCCCCCCCC)=O)COP(=O)(O)OCC[N+](C)(C)C 1,2-di(undecanoyl)-sn-glycero-3-phosphorylcholine